methyl 2-(4-aminobicyclo[2.2.2]octan-1-yl)-2H-indazole-6-carboxylate NC12CCC(CC1)(CC2)N2N=C1C=C(C=CC1=C2)C(=O)OC